(1S,2S)-2-(1H-benzo[d]imidazol-2-yl)-N-(2-oxo-2-((3-(trifluoromethyl)phenyl)amino)ethyl)cyclopropane-1-carboxamide N1C(=NC2=C1C=CC=C2)[C@@H]2[C@H](C2)C(=O)NCC(NC2=CC(=CC=C2)C(F)(F)F)=O